2-(2-(1-(Cyclopropylsulfonyl)-1H-pyrazol-4-yl)pyrimidin-4-yl)-N4-((1s,4s)-4-((dimethylamino)methyl)cyclohexyl)-5-(1-(oxetan-3-yl)-1H-pyrazol-3-yl)pyridine-2,4-diamine C1(CC1)S(=O)(=O)N1N=CC(=C1)C1=NC=CC(=N1)C1(NC=C(C(=C1)NC1CCC(CC1)CN(C)C)C1=NN(C=C1)C1COC1)N